5-[2-(trichloromethyl)benzimidazol-1-yl]-1,3-dihydrobenzimidazol-2-one ClC(C1=NC2=C(N1C1=CC3=C(NC(N3)=O)C=C1)C=CC=C2)(Cl)Cl